[Br-].C(C)N1C=[N+](C=C1)C 1-Ethyl-3-methylimidazolium bromide